BrCC1=C(C(=NC(=N1)Cl)N1CCN(CC1)C(=O)OC(C)(C)C)[N+](=O)[O-] tert-butyl 4-(6-(bromomethyl)-2-chloro-5-nitropyrimidin-4-yl)piperazine-1-carboxylate